(S)-3-((2-Chloro-5-((5-methylpyrazin-2-yl)ethynyl)pyridin-4-yl)amino)butan-1-ol ClC1=NC=C(C(=C1)N[C@H](CCO)C)C#CC1=NC=C(N=C1)C